FN=C(F)F.FN=C(F)F.C(CCC)N1CN(C=C1)C 1-butyl-3-methylimidazole bistrifluoromethane-imine salt